α-Methyl-DL-tyrosine C[C@](N)(CC1=CC=C(C=C1)O)C(=O)O |r|